C(C1=CC=CC=C1)SC=1OC(=C(N1)C1=CC=CC=C1)C1=CC=CC=C1 2-benzylsulfanyl-4,5-diphenyl-oxazole